C[C@H](CCC(=O)[O-])[C@H]1CC[C@@H]2[C@@]1([C@H](C[C@H]3[C@H]2[C@@H](C[C@H]4[C@@]3(CCC(=O)C4)C)O)O)C The molecule is a bile acid anion that is the conjugate base of 7alpha,12alpha-dihydroxy-3-oxo-5beta-cholan-24-oic acid, obtained by deprotonation of the carboxy group; major species at pH 7.3. It is a conjugate base of a 7alpha,12alpha-dihydroxy-3-oxo-5beta-cholan-24-oic acid.